1-(3-chloro-5-fluoro-2-hydroxy-phenyl)ethanone ClC=1C(=C(C=C(C1)F)C(C)=O)O